CC1(CC(C1)CC1=NN=CN1C)C#N 1-methyl-3-((4-methyl-4H-1,2,4-triazol-3-yl)methyl)cyclobutane-1-carbonitrile